5-(azetidin-3-yloxy)-N-((R)-1-(3-(5-((((1S,3R)-3-hydroxycyclopentyl)amino)methyl)thiophen-2-yl)phenyl)ethyl)-2-methylbenzamide N1CC(C1)OC=1C=CC(=C(C(=O)N[C@H](C)C2=CC(=CC=C2)C=2SC(=CC2)CN[C@@H]2C[C@@H](CC2)O)C1)C